hypophosphorite [PH2](=O)[O-]